tert-butyl methyl(3-((6-(1-(tetrahydrofuran-3-yl)-1H-pyrazol-4-yl)pyrazolo[1,5-a]pyrazin-4-yl)oxy)cyclobutyl)carbamate CN(C(OC(C)(C)C)=O)C1CC(C1)OC=1C=2N(C=C(N1)C=1C=NN(C1)C1COCC1)N=CC2